C1(=CC=CC=C1)C=1N=CC(=NC1C1=CC=CC=C1)N1[C@H](CCC1)CO (R)-(1-(5,6-diphenylpyrazin-2-yl)pyrrolidin-2-yl)methanol